tert-butyl (S)-4-(7-(3-chlorophenyl)-5-(pyridin-2-yl)-7H-pyrrolo[2,3-d]pyrimidin-4-yl)-3-methylpiperazine-1-carboxylate ClC=1C=C(C=CC1)N1C=C(C2=C1N=CN=C2N2[C@H](CN(CC2)C(=O)OC(C)(C)C)C)C2=NC=CC=C2